C12(CC1)COC=1C2=C(C=CC1)O spiro[2H-benzofuran-3,1'-cyclopropan]-4-ol